CC1C(CCC2=CC=C(C=C12)OC1=C(C=CC=C1)C1=CC(=CC=C1)C(C)C)NC(=O)OC(C)(C)C Methyl-2-((tert-butoxycarbonyl)amino)-7-((3'-isopropyl-[1,1'-biphenyl]-2-yl)oxy)-1,2,3,4-tetrahydronaphthalene